ClC=1C=C(C=CC1F)NC(=O)C1=C(N(C(=C1C)C(C(=O)NC1(CCC(CC1)O)C)=O)C)C N-(3-chloro-4-fluorophenyl)-5-(2-(((1r,4r)-4-hydroxy-1-methylcyclohexyl)amino)-2-oxoacetyl)-1,2,4-trimethyl-1H-pyrrole-3-carboxamide